bismuth Tris(2-ethylhexanoate) C(C)C(C(=O)[O-])CCCC.C(C)C(C(=O)[O-])CCCC.C(C)C(C(=O)[O-])CCCC.[Bi+3]